(3R)-3-(4-chlorophenyl)-2-[(5-chloropyrimidin-2-yl)methyl]-4-fluoro-6-[2-hydroxy-1-(piperazin-1-yl)but-2-yl]-3-[(3S)-oxocyclopent-3-yloxy]-2,3-dihydro-1H-isoindol-1-one ClC1=CC=C(C=C1)[C@@]1(N(C(C2=CC(=CC(=C12)F)C(CN1CCNCC1)(CC)O)=O)CC1=NC=C(C=N1)Cl)O[C@@H]1CC(CC1)=O